C1=C(C=CC=2CCCCC12)C(CO)O (5,6,7,8-tetrahydronaphthalen-2-yl)-1,2-ethanediol